2-[(2-aminoethyl)sulfanyl]-2-methylpropionic acid NCCSC(C(=O)O)(C)C